C(C)OC1=NC=CC=C1C=1C=C(C2=C(N1)N(N=C2C(C)C)C)NCC2=NC(=CC=C2)OC 6-(2-ethoxy-3-pyridyl)-3-isopropyl-N-[(6-methoxy-2-pyridyl)methyl]-1-methyl-pyrazolo[3,4-b]pyridin-4-amine